N-(6-chloropyridin-3-yl)-6-((1,5-dimethyl-1H-pyrazol-4-yl)methoxy)isoquinolin-1-amine ClC1=CC=C(C=N1)NC1=NC=CC2=CC(=CC=C12)OCC=1C=NN(C1C)C